F[C@H]1[C@H](CC1)C1=NN=C(S1)C1=NC(=CC(=C1C(=O)N)C1=CC=NC=C1OC)C (5-((1S,2R)-2-fluorocyclobutyl)-1,3,4-thiadiazol-2-yl)-5'-methoxy-6-methyl-(4,4'-bipyridine)-3-carboxamide